Diethyl(2-(5-(3-(trifluoromethyl)phenyl)furan-2-carboxamido)ethyl)sulfonium trifluoromethanesulfonate FC(S(=O)(=O)[O-])(F)F.C(C)[S+](CCNC(=O)C=1OC(=CC1)C1=CC(=CC=C1)C(F)(F)F)CC